O1C(OCC1)CCN1N=C2C=C(C(=CC2=C1)[N+](=O)[O-])C1=COC=C1 2-(2-(1,3-dioxolan-2-yl)ethyl)-6-(furan-3-yl)-5-nitro-2H-indazole